ClS(=O)(=O)O/C(/C(=O)O)=C\C(=O)O 2-((chlorosulfonyl)oxy)fumaric acid